NC1=C(C=CC=C1)N 1,2-Diaminobenzol